2,4,6-triphenylphenylboronic acid C1(=CC=CC=C1)C1=C(C(=CC(=C1)C1=CC=CC=C1)C1=CC=CC=C1)B(O)O